COC(C=C1C[C@H]2CC[C@@H](C1)N2C(=O)OC(C)(C)C)=O tert-butyl (1R,5S,E)-3-(2-methoxy-2-oxoethylidene)-8-azabicyclo[3.2.1]octane-8-carboxylate